O[C@H]1C=CC[C@H](C1)C(=O)[O-] (1R,5R)-5-hydroxycyclohex-3-ene-1-carboxylate